(S)-4-(2-(((5-fluoro-2-hydroxyphenyl)(3-fluoro-4-methylphenyl)methyl)carbamoyl)-6-methylpyridin-4-yl)-2,2-dimethylbut-3-ynoic acid FC=1C=CC(=C(C1)[C@H](C1=CC(=C(C=C1)C)F)NC(=O)C1=NC(=CC(=C1)C#CC(C(=O)O)(C)C)C)O